Cl.Cl.CN1[C@@H]2[C@H](CC1)CN(C2)C=2N=NC(=CN2)C2=C(C=C(C=C2)C=2C=NNC2)O 2-{3-[(3ar,6ar)-1-methylhexahydropyrrolo[3,4-b]pyrrol-5(1H)-yl]-1,2,4-triazin-6-yl}-5-(1H-pyrazol-4-yl)phenol dihydrochloride